ClC1=C(C(=NC(=C1)C)C)C=O 4-CHLORO-2,6-DIMETHYLPYRIDINE-3-CARBOXALDEHYDE